ClC=1C=CC(=C(C1)C1=CC(=C(N=N1)SCCO)NC1=CC(=NC=C1)NC(CN1[C@H]2CN([C@@H](C1)C2)C)=O)F N-(4-{[6-(5-chloro-2-fluorophenyl)-3-[(2-hydroxyethyl)sulfanyl]pyridazin-4-yl]amino}pyridin-2-yl)-2-[(1R,4R)-5-methyl-2,5-diazabicyclo[2.2.1]heptan-2-yl]acetamide